ClC=1C(=NC(=NC1)N1C[C@](CC1)(C)O)NC1=CC=2C3=C(C(N(C2C=C1)C)=O)OCC([C@@H](N3)C3CC3)(F)F (S)-10-((5-Chloro-2-((R)-3-hydroxy-3-methylpyrrolidin-1-yl)pyrimidin-4-yl)amino)-2-cyclopropyl-3,3-difluoro-7-methyl-1,2,3,4-tetrahydro-[1,4]oxazepino[2,3-c]chinolin-6(7H)-on